C(CCC)C1(C(=C(CCC1)C(=O)O)C(=O)O)CCCC di-n-butyl-1-cyclohexene-1,2-dicarboxylic acid